N[C@H](C)C1C(=C2N(C(=CC=C2S1)Cl)CC=1OC=CC1)C 2-[(1R)-1-aminoethyl]-5-chloro-N-[(furan-2-yl)methyl]-3-methylthieno[3,2-b]pyridin